(Sa)-6-(4-Fluoro-1-((3-fluoro-[1,1'-biphenyl]-4-yl)methyl)-1H-indol-7-carboxamido)spiro-[3.3]heptan FC1=C2C=CN(C2=C(C=C1)C(=O)NC1CC2(CCC2)C1)CC1=C(C=C(C=C1)C1=CC=CC=C1)F